BrC=1C(=NC=CC1C)NCC bromo-N-ethyl-4-methylpyridin-2-amine